zinc 1,2-ethylenebisdithiocarbamate C(CNC([S-])=S)NC([S-])=S.[Zn+2]